BrC1=CC=C(C=C1)C(C(SC1=CC=CC=C1)S(=O)(=O)C1=CC=CC=C1)=O 1-(4-bromophenyl)-2-(benzenesulfonyl)-2-(phenylthio)ethane-1-one